C(C)(C)(C)OC(=O)N[C@H](C(=O)N[C@@H](CC(=O)OCC)C1=C(C(=CC(=C1)B1OC(C(O1)(C)C)(C)C)F)F)CC(C)C ethyl (3S)-3-[(2S)-2-{[(tert-butoxy)carbonyl]amino}-4-methylpentanamido]-3-[2,3-difluoro-5-(4,4,5,5-tetramethyl-1,3,2-dioxaborolan-2-yl)phenyl]propanoate